N-[2-(2-aminoethoxy)ethyl]carbamic acid tert-butyl ester C(C)(C)(C)OC(NCCOCCN)=O